5-butylpyrimidine-2,4,6-triamine C(CCC)C=1C(=NC(=NC1N)N)N